N=1C(C=CC2=CC=C3C(C12)=C1C=CC=CC1=N3)=O indoloquinolone